C(C)(C)(C)P(C(C)(C)C)C(C)(C)C tri(tertiary butyl)phosphorus